1-Pentyl-3-Methylpyridinium chlorid [Cl-].C(CCCC)[N+]1=CC(=CC=C1)C